methyl 4-[[2-(4-tert-butyl-2-fluoro-5-methoxy-phenyl)acetyl]amino]-5-fluoro-pyridine-2-carboxylate C(C)(C)(C)C1=CC(=C(C=C1OC)CC(=O)NC1=CC(=NC=C1F)C(=O)OC)F